C1(=CC=CC=C1)[Ru]Cl phenylruthenium (II) chloride